2-N-butyryl-6-O-(N-(N-Boc-L-glycyl)-L-valyl)-D-glucosamine C(CCC)(=O)N[C@H]1C(O)O[C@@H]([C@H]([C@@H]1O)O)COC([C@@H](NC(CNC(=O)OC(C)(C)C)=O)C(C)C)=O